(2R)-N,N-dimethyl-1-[3-(4,4,5,5-tetramethyl-1,3,2-dioxaborolan-2-yl)phenoxy]propan-2-amine CN([C@@H](COC1=CC(=CC=C1)B1OC(C(O1)(C)C)(C)C)C)C